NC1CCC(CC1)NCC(C1=CC=CC=C1)C=1C=CC(=C(C1)C=1C(=CC=C(C1F)OCC1=NC=CC=N1)C(=O)N)Cl 5'-(2-(((1r,4r)-4-aminocyclohexyl)amino)-1-phenylethyl)-2'-chloro-6-fluoro-5-(pyrimidin-2-ylmethoxy)-[1,1'-biphenyl]-2-carboxamide